2-((1R,5S,6S)-3-(7,7-difluoro-2-((R)-2-methylpiperidin-1-yl)-6,7-dihydro-5H-cyclopenta[d]pyrimidin-4-yl)-3-azabicyclo[3.1.0]hexan-6-yl)acetate FC1(CCC2=C1N=C(N=C2N2C[C@@H]1C([C@@H]1C2)CC(=O)[O-])N2[C@@H](CCCC2)C)F